(S)-4-(2-(4-(4-chlorophenyl)-2,3,9-trimethyl-6H-thieno[3,2-f][1,2,4]triazolo[4,3-a][1,4]diazepin-6-yl)acetamido)butanoic acid ClC1=CC=C(C=C1)C1=N[C@H](C=2N(C3=C1C(=C(S3)C)C)C(=NN2)C)CC(=O)NCCCC(=O)O